C(C)OC(=O)C=1C2=C(SC1NC(NC=1C=C3C=C(NC3=CC1)C(=O)OCC)=O)CCCCC2 Ethyl 5-(3-(3-(ethoxycarbonyl)-5,6,7,8-tetrahydro-4H-cyclohepta[b]thiophen-2-yl)ureido)-1H-indole-2-carboxylate